FC(OC1=C(C=CC(=C1F)F)[C@@H]1[C@H](O[C@@]([C@H]1C)(C(F)(F)F)C)C(=O)NC1=CC(=NC=C1)C(=O)N)F 4-((2S,3R,4S,5S)-3-(2-(difluoromethoxy)-3,4-difluorophenyl)-4,5-dimethyl-5-(trifluoromethyl)tetrahydrofuran-2-carboxamido)picolinamide